2-((allyloxy)difluoromethyl)benzofuro[3,2-d]pyrimidin-4(3H)-one C(C=C)OC(C=1NC(C2=C(N1)C1=C(O2)C=CC=C1)=O)(F)F